(4-{8-oxatricyclo[7.4.0.02,7]trideca-1(13),2(7),3,5,9,11-hexaenyl}phenyl)boronic acid C=12C=3C(=CC=CC3OC2=CC=CC1)C1=CC=C(C=C1)B(O)O